methyl (1S,3aS,4S,7R,7aR)-8,8-difluoro-2,3,3a,4,7,7a-hexahydro-1H-4,7-methanoisoindole-1-carboxylate FC1([C@@H]2[C@H]3CN[C@@H]([C@H]3[C@H]1C=C2)C(=O)OC)F